CC(OC)(OCC(=CBr)Br)C dimethyl(2,3-dibromoprop-2-en-1-yl-oxy)(methoxy)methane